(3S,4R)-4-((5-chloro-4-(6-(1-methylazetidin-3-yl)pyrazolo[1,5-a]pyridin-3-yl)pyrimidin-2-yl)amino)tetrahydro-2H-pyran-3-ol ClC=1C(=NC(=NC1)N[C@H]1[C@@H](COCC1)O)C=1C=NN2C1C=CC(=C2)C2CN(C2)C